OC1=CC=CC=2C(N([C@H]3C=4N([C@@H](C21)C3)C3=C(N4)C=CC(=C3)C=3C=NC(=NC3)C3(CCCC3)O)C([2H])([2H])[2H])=O (7R,14R)-1-hydroxy-11-(2-(1-hydroxycyclopentyl)pyrimidin-5-yl)-6-(methyl-d3)-6,7-dihydro-7,14-methanobenzo[f]benzo[4,5]imidazo[1,2-a][1,4]diazocin-5(14H)-one